(7S)-3-chloro-2-(6-methoxyquinolin-4-yl)-7-methyl-5H,6H,7H-pyrazolo[1,5-a]pyrazin-4-one ClC=1C(=NN2C1C(NC[C@@H]2C)=O)C2=CC=NC1=CC=C(C=C21)OC